1-[2,6-dimethoxy-4-[(3R,4S,5S,6R)-3,4,5-trihydroxy-6-[[(2S,3R,4R,5R,6S)-3,4,5-trihydroxy-6-methyloxan-2-yl]oxymethyl]oxan-2-yl]oxyphenyl]prop-2-en-1-one COC1=C(C(=CC(=C1)OC1O[C@@H]([C@H]([C@@H]([C@H]1O)O)O)CO[C@H]1O[C@H]([C@@H]([C@H]([C@H]1O)O)O)C)OC)C(C=C)=O